3-chlorobenzyl ((2S)-1-(((2S)-5-((4-chlorophenethyl)(methyl)amino)-1-(diethoxyphosphoryl)-1-hydroxy-5-oxopentan-2-yl) amino)-3-cyclohexyl-1-oxopropan-2-yl)carbamate ClC1=CC=C(CCN(C(CC[C@@H](C(O)P(=O)(OCC)OCC)NC([C@H](CC2CCCCC2)NC(OCC2=CC(=CC=C2)Cl)=O)=O)=O)C)C=C1